4,4-difluoro-1-methylpyrrolidine FC1(CCN(C1)C)F